NC1=NC=NN2C1=CC=C2[C@@]2([C@@H]([C@@H]([C@H](O2)COP(=O)(OC2=CC=CC=C2)N[C@H](C(=O)OCC)C(C)C)O)O)C#N |&1:10| (2S)-ethyl 2-(((((2R,3S,4R,SR)-5-(4-aminopyrrolo[2,1-f][1,2,4]triazin-7-yl)-5-cyano-3,4-dihydroxytetrahydrofuran-2-yl)methoxy)(phenoxy)phosphoryl)amino)-3-methylbutanoate